C(C)NS(=O)(=O)O[C@@H]1OC(O[C@H]1C1=CC=CC=C1)(C)C ((4S,5S)-5-phenyl-2,2-dimethyl-1,3-dioxolan-4-yl) ethylaminosulfonate